4-fluoro-N-(4-((5-(4-hydroxyphenyl)-1H-pyrazol-3-yl)amino)phenyl)benzenesulfonamide FC1=CC=C(C=C1)S(=O)(=O)NC1=CC=C(C=C1)NC1=NNC(=C1)C1=CC=C(C=C1)O